N(=[N+]=[N-])C1=C(C(=C(C(=C1F)F)C=1OCCCN1)F)F 2-(4-Azido-2,3,5,6-tetrafluorophenyl)-5,6-dihydro-4H-1,3-oxazine